[2-Chloro-4-fluoro-5-(7-morpholin-4-ylquinazolin-4-yl)phenyl]-(6-methoxypyridazin-3-yl)methanol ClC1=C(C=C(C(=C1)F)C1=NC=NC2=CC(=CC=C12)N1CCOCC1)C(O)C=1N=NC(=CC1)OC